FC(C1=CC=C(C=C1)C#CC1=CC=C(C=C1)C(F)(F)F)(F)F di-(p-trifluoromethylphenyl)-acetylene